OC(CN1N=C(C(=C1)N1CC(CCC1C)C(=O)NN)C)(C)C 1-(1-(2-hydroxy-2-methylpropyl)-3-methyl-1H-pyrazol-4-yl)-6-methylpiperidine-3-carbohydrazide